2-chloro-6-hydroxy-5-methoxy-N-phenylpyrimidine-4-carboxamide ClC1=NC(=C(C(=N1)C(=O)NC1=CC=CC=C1)OC)O